4-Cyclopropyl-N-[(S)-(4,4-difluorocyclohexyl){7-[(1R)-3,3-difluoro-1-(2,2,2-trifluoro-ethylcarbamoyl)propyl]imidazo[1,2-b]pyridazin-2-yl}methyl]-1,2,5-oxadiazole-3-carboxamide C1(CC1)C=1C(=NON1)C(=O)N[C@H](C=1N=C2N(N=CC(=C2)[C@@H](CC(F)F)C(NCC(F)(F)F)=O)C1)C1CCC(CC1)(F)F